FC1=CC=C(C=C1)C=1C=C2C(=C(C(N(C2=NC1)CCN1CCOCC1)=O)C(=O)OCC)O ethyl 6-(4-fluorophenyl)-4-hydroxy-1-(2-morpholinoethyl)-2-oxo-1,8-naphthyridine-3-carboxylate